C(C)(C)(C)OC(=O)N1CCC(CC1)C1=CN(C2=CN=CC=C21)C2=C(C=C(C=C2)F)OCC2CC2 4-(1-(2-(cyclopropylmethoxy)-4-fluorophenyl)-1H-pyrrolo[2,3-c]pyridin-3-yl)piperidine-1-carboxylic acid tert-butyl ester